CN1CC=2NN=C(C2C1)C(=O)N1CCC(CC1)C1=C(C=CC=C1)C(F)(F)F (5-methyl-1,4,5,6-tetrahydropyrrolo[3,4-c]pyrazol-3-yl)(4-(2-(trifluoromethyl)phenyl)piperidin-1-yl)methanone